12-((Z)-dec-4-enyl)docosa-6,16-dien-11-yl 4-(dimethylamino)butanoate CN(CCCC(=O)OC(CCCC=CCCCCC)C(CCCC=CCCCCC)CCC\C=C/CCCCC)C